3-Bromo-N-(5-(3-(trifluoromethyl)phenyl)-1,3,4-oxadiazol-2-yl)benzamide BrC=1C=C(C(=O)NC=2OC(=NN2)C2=CC(=CC=C2)C(F)(F)F)C=CC1